5-methoxy-1-ethylhydantoin COC1C(NC(N1CC)=O)=O